Br[Zn][C@H]1C[C@H](O[C@H](C1)C=1C=NC(=CC1)OC1=CC=CC=C1)C bromo-[(2R,4S,6R)-2-methyl-6-(6-phenoxy-3-pyridyl)tetrahydropyran-4-yl]zinc